{[5-chloro-2-(trifluoromethoxy)phenyl]sulfonyl}[(9S,9aS)-9-hydroxy-5-oxo-8,9,9a,10-tetrahydro-5H,7H-pyrido[3,2-f]pyrrolo[2,1-c][1,4]oxazepin-3-yl]azanide ClC=1C=CC(=C(C1)S(=O)(=O)[N-]C1=CC=2C(N3[C@@H](COC2N=C1)[C@H](CC3)O)=O)OC(F)(F)F